N-methyl-4-octadecyl-N-decylphenylammonium tetrakis(perfluorophenyl)borate FC1=C(C(=C(C(=C1F)F)F)F)[B-](C1=C(C(=C(C(=C1F)F)F)F)F)(C1=C(C(=C(C(=C1F)F)F)F)F)C1=C(C(=C(C(=C1F)F)F)F)F.C[NH+](CCCCCCCCCC)C1=CC=C(C=C1)CCCCCCCCCCCCCCCCCC